C(#N)C1=C(C=C(C=C1F)N1C(=CC=2C1=NC=CC2)C(=O)NC2CCC2)F 1-(4-Cyano-3,5-difluorophenyl)-N-cyclobutyl-1H-pyrrolo[2,3-b]pyridine-2-carboxamide